C(#N)C1=CC=C(C=C1)S(=O)(=O)NC=1C(=NN(C1C(=O)N[C@@H](C)C(C)(C)C)C)C1=CCC(CC1)(F)F (S)-4-((4-cyanophenyl)sulfonamido)-3-(4,4-difluorocyclohex-1-en-1-yl)-N-(3,3-dimethylbutan-2-yl)-1-methyl-1H-pyrazole-5-carboxamide